BrC=1C=C2C(=CC=NC2=CC1)NC1=CC(=CC(=C1)C=1C=NNC1)OC 6-Bromo-N-(3-methoxy-5-(1H-pyrazol-4-yl)phenyl)quinolin-4-amine